FC1=C(CN2[C@@H](CCC2=O)CC(=O)NC(C(=O)NC2=CC(=C(C=C2)F)F)C(C)C)C=CC=C1F 2-(2-((S)-1-(2,3-Difluorobenzyl)-5-oxopyrrolidin-2-yl)acetamido)-N-(3,4-difluorophenyl)-3-methylbutanamide